C(C\C=C/CCCCCCCCC)O (Z)-3-tridecenyl alcohol